2,3-bis[6-(1-hexyldecoxycarbonyloxy)hexoxy]propanoic acid C(CCCCC)C(CCCCCCCCC)OC(=O)OCCCCCCOC(C(=O)O)COCCCCCCOC(=O)OC(CCCCCCCCC)CCCCCC